C(#N)/C(/C(=O)NCC1=C(C=CC=C1)CN1CCOCC1)=C\C1=CNC2=NC=CC=C21 (E)-2-cyano-N-(2-(morpholinomethyl)benzyl)-3-(1H-pyrrolo[2,3-b]pyridin-3-yl)acrylamide